5-bromo-3-(2-(methoxymethoxy)phenyl)-7-((2-(trimethylsilyl)ethoxy)methyl)-7H-pyrrolo[2,3-c]pyridazine BrC1=CN(C=2N=NC(=CC21)C2=C(C=CC=C2)OCOC)COCC[Si](C)(C)C